C1(CC1)N1N=CC(=C1)[C@@H]1OCC[C@@H](C1)C=1N=C(C2=C(N1)C(N(C(C2)C)C)=O)C2=C(C=C(C=C2)C(F)(F)F)F 2-[(2R,4S)-2-(1-cyclopropylpyrazol-4-yl)tetrahydropyran-4-yl]-4-[2-fluoro-4-(trifluoromethyl)phenyl]-6,7-dimethyl-5,6-dihydropyrido[3,4-d]pyrimidin-8-one